CS(=O)(=O)O.C1(CCCCC1)P(C1=C(C=CC=C1)C1=C(C=C(C=C1C(C)C)C(C)C)C(C)C)C1CCCCC1 dicyclohexyl-[2-(2,4,6-triisopropylphenyl)phenyl]-phosphane methanesulfonate